BrC=1C=CC(N(C1)C)=O 5-Bromo-1-methyl-1,2-dihydropyridin-2-one